(s)-4-(2-aminopropan-2-yl)-6-((5-oxopyrrolidin-2-yl)methoxy)pyrido[3,4-g]isoquinolin-1(2H)-one NC(C)(C)C1=CNC(C2=CC=3C=CN=C(C3C=C21)OC[C@H]2NC(CC2)=O)=O